2-(2-bromo-pyridin-4-yl)benzo[d]oxazol-5-ol BrC1=NC=CC(=C1)C=1OC2=C(N1)C=C(C=C2)O